2-(1,1-difluoroethyl)-aniline FC(C)(F)C1=C(N)C=CC=C1